C1(=CC=CC=C1)N(C=1C=CC=2NC3=CC=C(C=C3C2C1)N(C1=CC=CC=C1)C1=CC=CC=C1)C1=CC=CC=C1 3,6-bis(diphenylaminyl)carbazole